1,1,1,4,4,5,5,5-octafluoropentene FC(C=CC(C(F)(F)F)(F)F)(F)F